NCCOCC1=CC(=C(C=C1)CN1C=CC=2N=C(N=C(C21)NCCCCC)N)OC 5-({4-[(2-Aminoethoxy)methyl]-2-methoxyphenyl}methyl)-N4-pentyl-5H-pyrrolo[3,2-d]pyrimidine-2,4-diamine